5-((5-bromopyridin-2-yl)methyl)-4,5,6,7-tetrahydrothieno[3,2-c]pyridine BrC=1C=CC(=NC1)CN1CC2=C(CC1)SC=C2